CN1C(=O)N(C(=O)C(C1=O)CCCC)C 1,3-dimethyl-5-n-butylbarbituric acid